(E)-Ethyl 3-(2-bromo-4-(trifluoromethyl)phenyl)acrylate BrC1=C(C=CC(=C1)C(F)(F)F)/C=C/C(=O)OCC